FC1=C(C(=CC(=C1)C(F)(F)F)F)CC=O 2-(2,6-difluoro-4-(trifluoromethyl)phenyl)acetaldehyde